N-Allyl-1-methyl-1,2-dihydro-3H-benzo[e]indole-3-carboximidamide C(C=C)NC(=N)N1CC(C=2C3=C(C=CC12)C=CC=C3)C